ClC=1C=CC(=C2C=CNC12)C=1N(N=C2C1CN(CC2)C2=NC=C(C=C2F)C(F)(F)F)C2=C(C=CC=C2C)C 3-(7-chloro-1H-indol-4-yl)-2-(2,6-dimethylphenyl)-5-(3-fluoro-5-(trifluoromethyl)pyridin-2-yl)-4,5,6,7-tetrahydro-2H-pyrazolo[4,3-c]pyridine